BrC1=CC=C2C=CC3=C(N(C(N3C3C(NC(CC3)=O)=O)=O)C)C2=C1 3-(8-bromo-1-methyl-2-oxo-1,2-dihydro-3H-naphtho[1,2-d]imidazol-3-yl)piperidine-2,6-dione